trityl-(triphenyltin) C(C1=CC=CC=C1)(C1=CC=CC=C1)(C1=CC=CC=C1)[Sn](C1=CC=CC=C1)(C1=CC=CC=C1)C1=CC=CC=C1